(S)-5-methyl-1-(2-nitrophenyl)pyrrolidin-2-one C[C@H]1CCC(N1C1=C(C=CC=C1)[N+](=O)[O-])=O